((2R,3S,4R,5R)-5-(4-aminopyrrolo[2,1-f][1,2,4]triazin-7-yl)-5-cyano-3,4-dihydroxytetrahydrofuran-2-yl)methyl (1-methylcyclooctyl) carbonate C(OC[C@H]1O[C@@]([C@@H]([C@@H]1O)O)(C#N)C1=CC=C2C(=NC=NN21)N)(OC2(CCCCCCC2)C)=O